C(#N)C1=CC=C(C=C1)NC(=S)NC(CC(=O)O)C(NC(C)C1=CC=CC=C1)=O 3-{[(4-cyanophenyl)carbamothioyl]amino}-3-[(1-phenylethyl)carbamoyl]propanoic acid